NCCCN[C@@H](CCCN(CCCN)CCCN)C(=O)NCCNC(C1=CC(=C(C=C1)OCCCCCCCC\C=C/CCCCCCCC)OCCCCCCCC\C=C/CCCCCCCC)=O N1-[2-((1S)-1-[(3-aminopropyl)amino]-4-[Bis(3-amino-propyl)amino]butylformamido)ethyl]-3,4-di[oleyloxy]-benzamide